C1(CCCC2=CC=CC=C12)NC(C=CC(C)C)=O 4-Methyl-pent-2-enoic acid (1,2,3,4-tetrahydro-naphthalen-1-yl)-amide